methyl 4-[5-fluoro-3-({3-fluoro-5-[imino(methyl)oxo-λ6-sulfanyl]phenyl} methoxy)pyridin-2-yl]-5-methylthiophene-2-carboxylate FC=1C=C(C(=NC1)C=1C=C(SC1C)C(=O)OC)OCC1=CC(=CC(=C1)S(=O)(C)=N)F